2-pentylcyclopentane C(CCCC)C1CCCC1